COC(CC1(CN2C(C=3C=CC=CC13)=CC=1C=CC=CC12)C)=O.CN(C=C(C=O)C1=CC(=C(C(=C1)F)F)F)C 3-(dimethylamino)-2-(3,4,5-trifluorophenyl)prop-2-enal Methyl-2-(5-methyl-5,6-dihydroindolo[2,1-a]isoquinolin-5-yl)acetate